COC=1C=C2C=C(NC2=CC1OC)C(=O)NCC(NC1CCCC2=CC=CC=C12)=O 5,6-bis(methyloxy)-N-[2-oxo-2-(1,2,3,4-tetrahydronaphthalen-1-ylamino)ethyl]-1H-indole-2-carboxamide